The molecule is an aprotoxin having the common aprotoxin cyclodepsipeptide skeleton where the isoleucyl residue carries an N-methyl substituent and the side-chain adjacent to the lactone is (2R)-4,4-dimethylpentan-2-yl. It is isolateed from Lyngbya majuscula and Lyngbya sordida and exhibits anticancer properties. It has a role as a metabolite and an antineoplastic agent. CC[C@H](C)[C@H]1C(=O)N2CCC[C@H]2C(=O)O[C@@H](C[C@H](C[C@@H]([C@@H](C3=N[C@H](CS3)/C=C(/C(=O)N[C@H](C(=O)N([C@H](C(=O)N1C)C)C)CC4=CC=C(C=C4)OC)\\C)C)O)C)[C@@H](C)CC(C)(C)C